tert-butyl 3-(azetidin-3-yloxy)azetidine-1-carboxylate N1CC(C1)OC1CN(C1)C(=O)OC(C)(C)C